C(C1=CC=CC=C1)CCCC benzylbutane